ClC1=C2C(=NC=C1OC=1C=NN3C1C=NC=C3)N=C(N2C)NC=2C(N(C=C(C2)C2CC2)[C@@H]2C[C@H](C2)C#N)=O trans-3-(3-((7-chloro-1-methyl-6-(pyrazolo[1,5-a]pyrazin-3-yloxy)-1H-imidazo[4,5-b]pyridin-2-yl)amino)-5-cyclopropyl-2-oxopyridin-1(2H)-yl)cyclobutane-1-carbonitrile